NC=1C2=C(N=CN1)N(C(=C2C2=CC=C(C=C2)OC2CC2)C2=CCC1(CCN(CC1)C(C=C)=O)CC2)C(F)F 1-(9-(4-amino-5-(4-cyclopropoxyphenyl)-7-(difluoromethyl)-7H-pyrrolo[2,3-d]pyrimidin-6-yl)-3-azaspiro[5.5]undec-8-en-3-yl)prop-2-en-1-one